(R or S)-N-[2-(5-methyl-2-oxo-1,2-dihydropyridin-1-yl)-3-{[(CIS)-4-phenylcyclohexyl]oxy}propyl]methane-sulfonamide CC=1C=CC(N(C1)[C@H](CNS(=O)(=O)C)CO[C@@H]1CC[C@@H](CC1)C1=CC=CC=C1)=O |o1:7|